FC=1C=C2C(=CC(OC2=CC1)=O)OCCCCC(=O)NO 5-((6-fluorocoumarin-4-yl)oxy)-N-hydroxypentanamide